7-ethoxy-N-(6-(hexahydropyrrolo[3,4-c]pyrrol-2(1H)-yl)pyridazin-3-yl)-2-methylimidazo[1,2-a]pyridine-6-carboxamide formate salt C(=O)O.C(C)OC1=CC=2N(C=C1C(=O)NC=1N=NC(=CC1)N1CC3CNCC3C1)C=C(N2)C